C[C@@H]1O[C@@H](CN(C1)C1=CC=CC(=N1)C1=NC2=CC(=NC=C2C=C1)C=1C(=NC(=C(C(=O)N)C1)C)OC)C 2-(6-((cis)-2,6-dimethylmorpholino)pyridin-2-yl)-1,6-naphthyridin-7-yl-(methyl)-6-methoxynicotinamide